C(#N)C1=CC(=C(C=C1)NS(=O)(=O)C1=CNC(=C1)C=1OC=CC1)F N-(4-cyano-2-fluorophenyl)-5-(furan-2-yl)-1H-pyrrole-3-sulfonamide